4-((S)-3-aminopiperidin-1-yl)-5-(1-(difluoromethyl)-1H-pyrazol-4-yl)-N-(5-fluoro-6-(2-fluoro-6-methoxyphenyl)pyridin-2-yl)pyridin-2-amine N[C@@H]1CN(CCC1)C1=CC(=NC=C1C=1C=NN(C1)C(F)F)NC1=NC(=C(C=C1)F)C1=C(C=CC=C1OC)F